C(C)(C)(C)C1=NN=C(S1)OC1=CC=C(C=C1)C1CCN(CC1)C(=O)C=1C=CC(=C(C1)NS(=O)(=O)CC1=CC=CC=C1)OC N-(5-(4-(4-((5-(tert-butyl)-1,3,4-thiadiazol-2-yl)oxy)phenyl)piperidine-1-carbonyl)-2-methoxyphenyl)-1-phenylmethanesulfonamide